tert-butyl 6-(5,5-dimethylcyclohexen-1-yl)-3-methyl-3,4-dihydro-2H-pyridine-1-carboxylate CC1(CCC=C(C1)C1=CCC(CN1C(=O)OC(C)(C)C)C)C